C(C)(C)C1=CC2=C(N=C(S2)N)C=C1 6-Isopropylbenzo[d]thiazol-2-amin